C(C1CO1)OC1=C(C=C(C=C1)OCC1CO1)OCC1CO1 1,2,4-Triglycidyloxybenzene